C(CCCCCCCCCCCCCCCCC)P(CCCCCCCCCCCCCCCCCC)(CCCCCCCCCCCCCCCCCC)=O tri(octadecyl)phosphine oxide